ClCC1=CC2=C(C=N1)CC1(CN=C(O1)N1CCC3(CC1)OCC1=C3C=CC=C1)C2 3-(chloromethyl)-2'-(1'H,3H-spiro[2-benzofuran-1,4'-piperidin]-1'-yl)-5,7-dihydro-4'H-spiro[cyclopenta[c]pyridine-6,5'-[1,3]oxazol]